C1(CC1)CNC1(CN(C1)C1=CC(=C(C=N1)B(O)O)F)C [6-[3-(cyclopropylmethylamino)-3-methyl-azetidin-1-yl]-4-fluoro-3-pyridyl]boronic acid